3-Amino-5-ethoxy-4-(7-fluoro-1H-indazol-4-yl)-8-methyl-1H-1,7-naphthyridin-2-one NC=1C(NC2=C(N=CC(=C2C1C1=C2C=NNC2=C(C=C1)F)OCC)C)=O